3,3'-(1,3-Phenylene)bis[1-(4-hydroxyphenyl)-2-propen-1-one] C1(=CC(=CC=C1)C=CC(=O)C1=CC=C(C=C1)O)C=CC(=O)C1=CC=C(C=C1)O